perfluoro(2-hydroxymethyl-2,4-diethyl-1,3-dioxolane) potassium salt [K].FC1(OC(OC1(F)F)(C(C(F)(F)F)(F)F)C(O)(F)F)C(C(F)(F)F)(F)F